BrC1=C(C=C2C(=NC(=NC2=C1F)F)N1CC=2N(CCC1)N=C(C2Cl)C(=O)N(C)C)Cl 5-(7-bromo-6-chloro-2,8-difluoroquinazolin-4-yl)-3-chloro-N,N-dimethyl-5,6,7,8-tetrahydro-4H-pyrazolo[1,5-a][1,4]diazepine-2-carboxamide